C(C(=O)[O-])(=O)[O-].[Ca+2].CC(C)(CCC(C)(OOC(C1=CC=CC=C1)=O)C)OOC(C1=CC=CC=C1)=O 2,5-dimethyl-2,5-di(benzoylperoxy)hexane calcium oxalate